CN1CCC(CC1)C1=NN(C=C1)C1=NC=2N(C(=C1)N1CCOCC1)N=C(C2)C2=CC=NC=C2 4-(5-(3-(1-methylpiperidin-4-yl)-1H-pyrazol-1-yl)-2-(pyridin-4-yl)pyrazolo[1,5-a]pyrimidin-7-yl)morpholine